CN1N=CC2=CC(=CC=C12)C(=O)NC=1C=CC=2N(C1)C=C(N2)[C@@H]2N(C1CCCCC1C2)C 1-methyl-N-{2-[(2R)-1-methyl-octahydro-1H-indol-2-yl]imidazo[1,2-a]pyridin-6-yl}-1H-indazole-5-carboxamide